C(C)OC(=O)C=1C=NN(C1)C1CCC2=C1C=NC(=C2)N2CCC2 Ethyl-1-(3-(azetidin-1-yl)-6,7-dihydro-5H-cyclopenta[c]pyridin-7-yl)-1H-pyrazole-4-carboxylate